N=1C=NN2C1C=CC(=C2)CC(=O)C2=NC(=CC=C2)C 2-([1,2,4]triazolo[1,5-a]pyridin-6-yl)-1-(6-methylpyridin-2-yl)ethanone